3-(4-fluorobenzoyl)azetidine-1-carboxylic acid tert-butyl ester C(C)(C)(C)OC(=O)N1CC(C1)C(C1=CC=C(C=C1)F)=O